CC1=C(C(=C(C=C1[N+](=O)[O-])[N+](=O)[O-])C)[N+](=O)[O-] The molecule is a C-nitro compound that is m-xylene bearing three nitro substituents at positions 2, 4 and 6. It has a role as an explosive. It derives from a 1,3,5-trinitrobenzene and a m-xylene.